CN(C)C(C(C)O)S(=O)(=O)[O-] dimethylamino-2-hydroxy-1-propanesulfonate